N1(N=CN=C1)CC1(C(CCC1CC1=CC=C(C=C1)Cl)(C)CCl)O 1-((1H-1,2,4-triazole-1-yl)methyl)-5-(4-Chlorobenzyl)-2-(chloromethyl)-2-methylcyclopentan-1-ol